ClC=1C=C(C=NC1N1CCC2(CCC(CO2)(F)F)CC1)N 5-chloro-6-(3,3-difluoro-1-oxa-9-azaspiro[5.5]undecan-9-yl)pyridin-3-amine